O1C(CCCC1)N1N=CC=C1C1=C(C2=CC3=CC4=CC=CC=C4C=C3C=C2C=C1CCCCOC1OCCCC1)C#N 2-(1-(tetrahydro-2H-pyran-2-yl)-1H-pyrazol-5-yl)-3-(4-((tetrahydro-1H-pyran-2-yl)oxy)butyl)-1-naphthacenecarbonitrile